CC=1C=CC2=C(C3=C(N=CN=C3N)N2)N1 6-methyl-9H-pyrido[2',3':4,5]Pyrrolo[2,3-d]Pyrimidin-4-amine